ClC1=C(C=CC=C1)[C@]1(C(CCCC1)=O)N(C(=O)OC(C)N(CC(=O)[O-])C(C)=O)C 1-((((R)-1-(2-chlorophenyl)-2-oxocyclohexyl)(methyl)carbamoyl)oxy)ethylacetylglycinate